tert-butyl N-[2-({9,10-dimethoxy-4-oxo-6H,7H-pyrimido[4,3-a]isoquinolin-2-yl}(2,4,6-trimethylphenyl)amino)butyl]carbamate COC=1C=C2CCN3C(C2=CC1OC)=CC(=NC3=O)N(C(CNC(OC(C)(C)C)=O)CC)C3=C(C=C(C=C3C)C)C